FC=1C=C(C=CC1O)C1=CC=C(C=C1)NC(=O)[C@@H]1N(CCC1)C(=O)NC1=CC=C(C=C1)C(C)C (2R)-N2-(3'-fluoro-4'-hydroxy[1,1'-biphenyl]-4-yl)-N1-[4-(propan-2-yl)phenyl]pyrrolidine-1,2-dicarboxamide